C(C)(C)C1=CC=2C(C3=CC=CC=C3SC2C=C1)=O 2-isopropyl-thioxanthone